FC(CC=1C(=C(C(=O)NC(C)C)C=C(C1)F)OC)F (2,2-difluoroethyl)-5-fluoro-N-isopropyl-2-methoxybenzamide